CN1CCN(CC1)C2CC3=CC=CC=C3SC4=C2C=C(C=C4)SC.C(=C\\C(=O)O)\\C(=O)O The molecule is a maleate salt obtained by reaction of methiothepin with one equivalent of maleic acid. Potent 5-HT2 antagonist, also active as 5-HT1 antagonist. Differentiates 5-HT1D sub-types. Also displays affinity for rodent 5-HT5B, 5-HT5A, 5-HT7 and 5-HT6 receptors (pK1 values are 6.6, 7.0, 8.4 and 8.7 respectively). It has a role as a serotonergic antagonist, a dopaminergic antagonist and an antipsychotic agent. It contains a methiothepin(2+).